ClC1=NC(=NC=N1)NC=1C=C2C=CNC2=CC1 N-(4-chloro-1,3,5-triazin-2-yl)-1H-indol-5-amine